BrC1=CC=C(C=C1)\C(=C(\CC(=O)O)/C(=O)OC)\C=1C=C(C=CC1)C (E)-4-(4-bromophenyl)-3-(methoxycarbonyl)-4-(m-tolyl)but-3-enoic acid